tert-butyl (rac-(1R,2S,4R,5S)-5-(2-(4-chloro-3-fluorophenoxy)acetamido)-7-oxabicyclo[2.2.1]heptan-2-yl)carbamate ClC1=C(C=C(OCC(=O)N[C@@H]2[C@H]3C[C@@H]([C@@H](C2)O3)NC(OC(C)(C)C)=O)C=C1)F |r|